methylenesulfinate C=S(=O)[O-]